(S)-6-(2,2-dimethyl-1,3-dioxolan-4-yl)pyridine-3-amine CC1(OC[C@@H](O1)C1=CC=C(C=N1)N)C